4-[bis(tert-butoxycarbonyl)amino]butanoic acid C(C)(C)(C)OC(=O)N(CCCC(=O)O)C(=O)OC(C)(C)C